titanium sodium phosphate salt P(=O)([O-])([O-])[O-].[Na+].[Ti+4]